CS(=O)(=O)[O-].C(CCCCCCCCCC)[N+]1=C(C=CC=C1)C 1-Undecyl-2-Methylpyridinium methansulfonat